L-1,1,2,2-tetrachloroethane ClC(C(Cl)Cl)Cl